C(C1=CC=CC=C1)N1CCC(=CC1)N1CCOCC1 (1-benzyl-1,2,3,6-tetrahydropyridin-4-yl)morpholine